C(C)(C)(C)C1=C(C=CC(=C1)C(C)(C)C)C=1C(=C(C=CC1C1=CC=CC=C1)P([O-])[O-])C1=C(C=C(C=C1)C(C)(C)C)C(C)(C)C bis(2,4-di-t-butylphenyl)-4-phenyl-phenylphosphonite